OC(CC)C1=NC2=NC=CC=C2C(=C1)C (1-hydroxypropyl)-4-methyl-naphthyridin